FC1=C(C=CC(=C1)C(=O)NCC(=O)N1CC2(OCCO2)C[C@H]1C(=O)OC)C1=CC=C(C=C1)F methyl (S)-7-((2,4'-difluoro-[1,1'-biphenyl]-4-carbonyl)glycyl)-1,4-dioxa-7-azaspiro[4.4]nonane-8-carboxylate